N-((S)-(4,4-difluorocyclohexyl)(5-((R)-oxetan-3-yl((S)-2-oxo-4-(trifluoromethyl)imidazolidin-1-yl)methyl)benzo[d]-oxazol-2-yl)methyl)-4-methyl-1,2,5-oxadiazole-3-carboxamide FC1(CCC(CC1)[C@H](NC(=O)C1=NON=C1C)C=1OC2=C(N1)C=C(C=C2)[C@H](N2C(N[C@@H](C2)C(F)(F)F)=O)C2COC2)F